N-methyl-N-((1-(6-(trifluoromethyl)pyridin-3-yl)-1H-tetrazol-5-yl)methyl)cyclohexylamine CN(CC1=NN=NN1C=1C=NC(=CC1)C(F)(F)F)C1CCCCC1